8,8'-((2-Fluoro-3-Hydroxypropyl)Azanediyl)Bis(N,N-Didecyloctanamide) FC(CN(CCCCCCCC(=O)N(CCCCCCCCCC)CCCCCCCCCC)CCCCCCCC(=O)N(CCCCCCCCCC)CCCCCCCCCC)CO